ClC1=C(C(=C(C=C1)O)C1=CN=C2C(=N1)N=C(O2)N[C@H]2CN(CCC2)CC)C Chloro-2-[2-[[(3R)-1-ethyl-3-piperidyl]amino]oxazolo[4,5-b]pyrazin-5-yl]-3-methyl-phenol